methyl 2-((6-fluoro-2-methylpyridin-3-yl)oxy)-4-methyl-5-(perfluoroethyl)nicotinate FC1=CC=C(C(=N1)C)OC1=C(C(=O)OC)C(=C(C=N1)C(C(F)(F)F)(F)F)C